1-(3,4-dihydroxy-5-oxo-2,5-dihydrofuran-2-yl) ethane-1,2-diylbis(butylcarbamate) C(CN(C([O-])=O)CCCC)N(C(OC1OC(C(=C1O)O)=O)=O)CCCC